5-(4-(2-(4-((3-(hydroxymethyl)-5-(trifluoromethoxy)benzyl)amino)butoxy)ethoxy)-1H-indazol-6-yl)pyridazin-3-ol OCC=1C=C(CNCCCCOCCOC2=C3C=NNC3=CC(=C2)C=2C=C(N=NC2)O)C=C(C1)OC(F)(F)F